FC(C1=NN=C(O1)C=1C=CC(=NC1)COC1=NOC=2CN(CCC21)C)F 3-((5-(5-(Difluoromethyl)-1,3,4-oxadiazol-2-yl)pyridin-2-yl)methoxy)-6-methyl-4,5,6,7-tetrahydroisoxazolo[5,4-c]pyridine